2-(5-hydroxy-3-phenyl-4-(4-sulfamoylphenoxy)-1H-pyrazol-1-yl)thiazole butyl-3-(1-cyano-1-methylethyl)pyrrolidine-1-carboxylate C(CCC)OC(=O)N1CC(CC1)C(C)(C)C#N.OC1=C(C(=NN1C=1SC=CN1)C1=CC=CC=C1)OC1=CC=C(C=C1)S(N)(=O)=O